CNCC1OCC(C2=C1SC=C2)C2=CC=C(C=C2)C(F)(F)F methyl-1-(4-(4-(trifluoromethyl)phenyl)-4,7-dihydro-5H-thieno[2,3-c]pyran-7-yl)methylamine